ethyl 2-(6-cyclobutyl-4-isopropyl-1-oxophthalazin-2(1H)-yl)acetate C1(CCC1)C=1C=C2C(=NN(C(C2=CC1)=O)CC(=O)OCC)C(C)C